C[Ir+2] methyl-iridium(III)